C(C)(C)(C)OC(=O)NCCCCCNC1CC[C@@H](C1)NN1CN=CC(=C1N1C=CC2=CC=C(C(=C12)P(=O)(C)C)C(=O)O)C(F)(F)F ((1S,3S)-3-((4-((t-butyloxycarbonylamino)pentylamino)cyclopentyl)amino)-5-(trifluoromethyl)pyrimidin-4-yl)-7-(dimethylphosphoryl)-1H-indole-6-carboxylic acid